Methyl 2,4,5-trifluoro-3-((4-methoxybenzyl)oxy)benzoate FC1=C(C(=O)OC)C=C(C(=C1OCC1=CC=C(C=C1)OC)F)F